C(CCCCC)(=O)N1NC(CC1C1=CC=CC=C1)=C1C(N(C(N(C1=O)C1CCCCC1)=O)C1CCCCC1)=O 5-(1-n-hexanoyl-5-phenylpyrazolidin-3-ylidene)-1,3-dicyclohexylbarbituric acid